ClC=1C(=CC=C2N=CC(=NC12)C=1C=NN(C1)CC1(CCC1)O)OC=1C=CC2=C(N(C(=N2)C)COCC[Si](C)(C)C)C1 1-((4-(8-chloro-7-((2-methyl-1-((2-(trimethylsilyl)ethoxy)methyl)-1H-benzo[d]imidazol-6-yl)oxy)quinoxalin-2-yl)-1H-pyrazol-1-yl)methyl)cyclobutanol